(4R)-4-azido-2-(but-2-enyl)pyrrolidine-1,2-dicarboxylic acid 2-benzyl 1-tert-butyl ester C(C)(C)(C)OC(=O)N1C(C[C@H](C1)N=[N+]=[N-])(C(=O)OCC1=CC=CC=C1)CC=CC